C(C)(=O)O.FC=1C(=C(C=CC1F)C(=O)N1CC(C1)(O)CNC(CC)C)NC1=C(C=C(C=C1)I)F 1-({3,4-difluoro-2-[(2-fluoro-4-iodophenyl)amino]phenyl}carbonyl)-3-{[(1-methylpropyl)amino]methyl}azetidin-3-ol acetate salt